3,4-dimethylimidazo[4,5-F]quinoxaline-2-amine CN1C(=NC2=C3N=CC=NC3=CC(=C21)C)N